(5-(Methoxymethyl)-2-morpholinothiazol-4-yl)methanol COCC1=C(N=C(S1)N1CCOCC1)CO